C(CC)NC1=NC(=NC(=C1C(F)(F)F)OC)C1=NC=CC=C1 N-propyl-6-methoxy-2-(2-pyridyl)-5-(trifluoromethyl)-4-pyrimidinamine